4-bromo-6-(6-hydroxy-1,2-benzisoxazol-3-yl)benzene BrC1=CC=CC(=C1)C1=NOC2=C1C=CC(=C2)O